5-(1,2-Dimethoxyethyl)-4-methoxy-1H-indazol-3-amine COC(COC)C=1C(=C2C(=NNC2=CC1)N)OC